ClC=1C(=CC(=NC1)OC)C1=CC(=NN1)C(=O)N1CCC(CC1)C(=O)NCC=1N=COC1C(F)(F)F (5-(5-chloro-2-methoxypyridin-4-yl)-1H-pyrazole-3-carbonyl)-N-((5-(trifluoromethyl)oxazol-4-yl)methyl)piperidine-4-carboxamide